C(C)(C)(C)C(O[C@@H](CN1C2=NC=NC(=C2N=C1)N)C)(P(=O)(O)O)C(C)(C)C (R)-9-[2-(di-tert-butyl-phosphonomethoxy)propyl]Adenine